iridium hydroxide [Ir](O)(O)O